CO methan-ol